tri(tripropylsilane) phosphate P(=O)(O)(O)O.C(CC)[SiH](CCC)CCC.C(CC)[SiH](CCC)CCC.C(CC)[SiH](CCC)CCC